di-(1,2,2,6,6-pentamethylpiperidin-4-yl) p-methoxybenzylidenemalonate COC1=CC=C(C=C(C(=O)OC2CC(N(C(C2)(C)C)C)(C)C)C(=O)OC2CC(N(C(C2)(C)C)C)(C)C)C=C1